O[C@H](CNC(=O)C1=CC=C(C=N1)NC(O[C@@H](COC1=CC2=C(N=C(S2)C2=C3N=CC(=NC3=CC(=C2)C)OC)C=C1F)C)=O)C (R)-1-((5-fluoro-2-(2-methoxy-7-methylquinoxalin-5-yl)benzo[d]thiazol-6-yl)oxy)propan-2-yl (6-(((S)-2-hydroxypropyl)carbamoyl)pyridin-3-yl)carbamate